NC1(C=NC=C2N1C(N=C2C2=C(C=C(C=C2)NC(C(C=2C=C(C=CC2)C)O)=O)F)C([2H])([2H])[2H])C N-[4-[5-amino-5-methyl-3-(trideuteriomethyl)imidazo[1,5-a]pyrazin-1-yl]-3-fluoro-phenyl]-2-hydroxy-2-(m-tolyl)acetamide